(1R,3S)-3-(7-dimethylphosphoryl-[1,2,4]triazolo[4,3-a]pyridin-3-yl)cyclohexanamine CP(=O)(C)C1=CC=2N(C=C1)C(=NN2)[C@@H]2C[C@@H](CCC2)N